CCCCCCCCCCCCCCCCCCCCCC(=O)N[C@@H](CO)[C@@H](CCCCCCCCCCC(C)CC)O The molecule is a ceramide obtained by formal condensation of the carboxy group of docosanoic acid with the amino group of 14-methylhexadecasphinganine. It is a metabolite of the nematode Caenorhabditis elegans. It has a role as a Caenorhabditis elegans metabolite. It derives from a docosanoic acid.